C(CCCCCCCCCCCCCCCCC(=O)OCCCCOC=C)(=O)OCCCCOC=C di(4-vinyloxy butyl) octadecanedioate